C(C)OC=1C=C(C=CC1OC)[C@H](CCS(=O)(=O)C)N (S)-1-(3-ethoxy-4-methoxyphenyl)-2-methylsulfonylmethyl-ethylamine